2,3,5-trimethoxy-amphetamine COC1=C(CC(N)C)C=C(C=C1OC)OC